C(CCCCCCCCCCCCCC)(=O)[O-].C(CCCCCCCCCCCCCC)(=O)[O-].C(CCCCCCCCCCCCCC)(=O)[O-].[Al+3] aluminum tris(pentadecanoate)